(S)-3-(3-(4-hydroxy-1-methyl-2-oxo-1,2-dihydropyridin-3-yl)ureido)-3-(6-(trifluoromethoxy)biphenyl-3-yl)propanoic acid ethyl ester C(C)OC(C[C@@H](C=1C=C(C(=CC1)OC(F)(F)F)C1=CC=CC=C1)NC(=O)NC=1C(N(C=CC1O)C)=O)=O